FC1=C(C=CC=C1[N+](=O)[O-])CC(C(=O)OC)C(C)=O methyl 2-[(2-fluoro-3-nitro-phenyl) methyl]-3-oxo-butanoate